OC1CC(CC(C1)Cl)C(=O)O 3-hydroxy-5-chloro-cyclohexanecarboxylic acid